COC1=CC=C(C=C1)N(C(C(F)(F)F)=O)C (4-methoxyphenyl)-N-methyltrifluoroacetamide